2-(6-amino-9H-purin-9-yl)-5-(((3-(2-(5-(tert-butyl)-1H-benzo[d]imidazol-2-yl)ethyl)cyclobutyl)(isopropyl)amino)methyl)tetrahydrofuran-3,4-diol NC1=C2N=CN(C2=NC=N1)C1OC(C(C1O)O)CN(C(C)C)C1CC(C1)CCC1=NC2=C(N1)C=CC(=C2)C(C)(C)C